COC=1C=C2CCN(CC2=CC1NC1=NC=C2C(=N1)N(N=C2)[C@@H]2CC[C@H](CC2)NC(OC)=O)C trans-methyl N-[4-[6-[(6-methoxy-2-methyl-3,4-dihydro-1H-isoquinolin-7-yl)amino]pyrazolo[3,4-d]pyrimidin-1-yl]cyclohexyl]carbamate